OC(=O)C(F)(F)F.N1(CCNCC1)C(C=C)=O 1-(piperazin-1-yl)prop-2-en-1-one TFA salt